OC=1C=C(C=CC1O)C1OC2=C(C(C1)=O)C(=CC(=C2)O)O 2-(3,4-dihydroxyphenyl)-2,3-dihydro-5,7-dihydroxy-4H-1-benzopyran-4-one